C[C@@H]1N(C[C@H](N(C1)[C@@H](C)C=1C=C2N=CC=NC2=CC1)C)C=1C=2C(N(C(C1)=O)C)=CN(N2)CC#N 2-(7-((2S,5R)-2,5-dimethyl-4-((S)-1-(quinoxalin-6-yl)ethyl)piperazin-1-yl)-4-methyl-5-oxo-4,5-dihydro-2H-pyrazolo[4,3-b]pyridin-2-yl)acetonitrile